COC=1C(=CC=NC1)C(F)(F)F 5-methoxy-4-(trifluoromethyl)pyridin